CC(C(=O)OC1=CC(=CC(=C1)N(C(C=C)=O)C)C(C1=CC=CC=C1)O)(C)C [3-[Hydroxy(phenyl)methyl]-5-[methyl(prop-2-enoyl)amino]phenyl] 2,2-dimethylpropanoate